1-methyl-1,8-diaminooctane CC(CCCCCCCN)N